CN(CC(CNC(=O)C1=NN2C(N=C(C=C2C2=CC=CC=C2)C2=CC=CC=C2)=C1)(C)C)C N-(3-(Dimethylamino)-2,2-dimethylpropyl)-5,7-diphenylpyrazolo[1,5-a]pyrimidine-2-carboxamide